acrindoline C1=CC=CC=2C3=CC=C4CC5=CC=CC=C5N=C4C3=NC12